BrC1=CC2=C(N=C(O2)C)C(=C1)F 6-bromo-4-fluoro-2-methyl-1,3-benzoxazole